N1C=CC2=CC(=CC=C12)C1=CC(=CC(=N1)C(=O)NC1=CC=C(C=C1)C(F)(F)F)N[C@@H]1C(NCC1)=O (S)-6-(1H-indol-5-yl)-4-((2-oxopyrrolidin-3-yl)amino)-N-(4-(trifluoromethyl)phenyl)picolinamide